bis(2,3-difluorophenyl) sulfide FC1=C(C=CC=C1F)SC1=C(C(=CC=C1)F)F